3-(6-methoxypyridazin-3-yl)-2,4-dioxothiophen COC1=CC=C(N=N1)C1C(SCC1=O)=O